N1(CCOCC1)CCN1C=NC2=CC=C(C=C2C1=O)C=1C=CC2=C(N=C(S2)NC(=O)NCCC2=CC=CC=C2)C1 1-(5-(3-(2-morpholinylethyl)-4-oxo-3,4-dihydroquinazolin-6-yl)benzo[d]thiazol-2-yl)-3-phenethylurea